3-Amino-5-bromo-4-chloro-6-iodopicolinic acid methyl ester COC(C1=NC(=C(C(=C1N)Cl)Br)I)=O